FC1=C2C(N(C(=NC2=CC=C1)C)C1=CC=C(C=C1)S)=O 5-fluoro-3-(4-mercaptophenyl)-2-methylquinazolin-4(3H)-one